(isopropylamino)-3-((5-methyl-3-morpholinopyrazin-2-yl)oxy)propan-2-ol 2-(tert-butyl)6-methyl-2-azaspiro[3.3]heptane-2,6-dicarboxylate C(C)(C)(C)C1N(CC12CC(C2)(C(=O)O)C)C(=O)OC(CNC(C)C)COC2=NC=C(N=C2N2CCOCC2)C